mellitic acid diethyl ester C(C)OC(C1=C(C(=O)O)C(C(=O)O)=C(C(=O)O)C(C(=O)O)=C1C(=O)OCC)=O